CS(=O)(=O)[O-].CC1([C@@H]2CC([C@]1(CC2)[NH+]2[C@H](CC2)C)=O)C [(1R,4S)-7,7-dimethyl-2-oxo-norbornane-1-yl](2S)-2-Methylazetidin-1-ium methanesulfonate